(2s,3s,4r,5r)-N-ethyl-3,4-dihydroxy-5-(6-(methylamino)-2-(4-methylthiophene-2-yl)-9H-purin-9-yl)tetrahydrofuran-2-carboxamide C(C)NC(=O)[C@H]1O[C@H]([C@@H]([C@@H]1O)O)N1C2=NC(=NC(=C2N=C1)NC)C=1SC=C(C1)C